C(C)(C)C1=CC(=NC(=C1C#N)SCS(=O)CCOC)C=1C=NC=CC1 4-isopropyl-6-((((2-methoxyethyl)sulfinyl)methyl)thio)-[2,3'-bipyridine]-5-carbonitrile